BrC=1C=C(C=CC1)C(CC1=NN=CN1C)O 1-(3-bromophenyl)-2-(4-methyl-4H-1,2,4-triazol-3-yl)ethanol